NC=1C(=CC(=NC1)NC(=O)C1=NC=C(N=C1)C)C N-(5-amino-4-methylpyridin-2-yl)-5-methylpyrazine-2-carboxamide